(3S)-3-amino-N-cyclopropyl-2-hydroxy-4-[(3S)-2-oxopyrrolidin-3-yl]butanamide N[C@H](C(C(=O)NC1CC1)O)C[C@H]1C(NCC1)=O